(R)-N'-((3,3-dimethyl-1,2,3,5,6,7-hexahydrodicyclopenta[b,e]pyridin-8-yl)carbamoyl)-5-(2-hydroxypropan-2-yl)thiazole-2-sulfonimidamide CC1(CCC=2C1=NC1=C(C2NC(=O)N=[S@](=O)(N)C=2SC(=CN2)C(C)(C)O)CCC1)C